P(=O)(OOCCCCCCCCCCCCOCCCCCC)([O-])[O-] hexoxydodecyloxy phosphate